S(N)(OC[C@@H]1[C@H](C[C@@H](C1)NC1=NC=NC=C1C(=O)C=1SC(=C(C1)[C@H](O)C1=C(C(=CC=C1)Cl)F)Cl)O)(=O)=O [(1R,2S,4R)-4-{[5-({5-chloro-4-[(R)-(3-chloro-2-fluorophenyl)(hydroxy)methyl]-2-thienyl}carbonyl)pyrimidin-4-yl]amino}-2-hydroxycyclopentyl]methyl sulfamate